(R)-5-chloro-2-(4,4-difluoroazepan-1-yl)-4-methyl-6-(1-methyl-1H-pyrazol-4-yl)-N-(3-(S-methylsulfonimidoyl)phenyl)nicotinamide ClC=1C(=NC(=C(C(=O)NC2=CC(=CC=C2)[S@@](=O)(=N)C)C1C)N1CCC(CCC1)(F)F)C=1C=NN(C1)C